2-[(3R)-3-(Aminomethyl)-1-piperidyl]-N-(5-cyclopropyl-1H-pyrazol-3-yl)pyrimidin-4-amine NC[C@@H]1CN(CCC1)C1=NC=CC(=N1)NC1=NNC(=C1)C1CC1